C1(CCC1)C1=CC=C(C=C1)N1N=C(C=2CN(CCC21)C(=O)OC(C)(C)C)CO tert-butyl 1-(4-cyclobutylphenyl)-3-(hydroxymethyl)-1,4,6,7-tetrahydro-5H-pyrazolo[4,3-c]pyridine-5-carboxylate